methylethyl (2S)-4-[(4-fluoro-3-{[(6-methyl(3-pyridyl))amino]carbonylamino}phenyl)methyl]-2-(methoxymethyl)piperazinecarboxylate FC1=C(C=C(C=C1)CN1C[C@H](N(CC1)C(=O)OC(C)C)COC)NC(=O)NC=1C=NC(=CC1)C